[N+](=O)([O-])C1=CC=C(C=C1)OC(O)=O.OCCOC1C#CCCCCC1 3-(hydroxyethoxy)cyclooctyne 4-nitrophenyl-carbonate